CN1N=CC=C1C(=O)N[C@H](C(NC1=CC=C(C=C1)C=1C2=C(C(NC1)=O)NC=C2)=O)C2CCC(CC2)C 1-Methyl-N-((S)-1-((1r,4S)-4-methylcyclohexyl)-2-oxo-2-((4-(7-oxo-6,7-dihydro-1H-pyrrolo[2,3-c]pyridin-4-yl)phenyl)amino)ethyl)-1H-pyrazole-5-carboxamide